C(C=C)CP(O)(=O)CC#C 2-propenyl-methyl-(2-propynyl)phosphinic acid